8-(2-(1-hydroxyethyl)phenyl)-1,4-dioxaspiro[4.5]decan-8-ol OC(C)C1=C(C=CC=C1)C1(CCC2(OCCO2)CC1)O